(8-(benzyloxy)-6-cyclopropylimidazo[1,2-a]pyridin-2-yl)methanamine C(C1=CC=CC=C1)OC=1C=2N(C=C(C1)C1CC1)C=C(N2)CN